C(\C=C\C)(=O)N1CC(C1)(C1=C(C(=CC=C1)Cl)Cl)NC1=CC=C2C=CN(C(C2=C1)=O)C (E)-7-((1-(but-2-enoyl)-3-(2,3-dichlorophenyl)azetidin-3-yl)amino)-2-methylisoquinolin-1(2H)-one